N-(5-(di(oct-7-en-1-yl)amino)-4-methoxy-2-((4-nitrophenyl)diazenyl)phenyl)acetamide C(CCCCCC=C)N(C=1C(=CC(=C(C1)NC(C)=O)N=NC1=CC=C(C=C1)[N+](=O)[O-])OC)CCCCCCC=C